2-(3-(2-(2-(2-(2-aminoethoxy)ethoxy)ethoxy)ethoxy)phenyl)-N-(5-methyl-4-(1-(2-methylbenzoyl)indolin-5-yl)thiazol-2-yl)acetamide NCCOCCOCCOCCOC=1C=C(C=CC1)CC(=O)NC=1SC(=C(N1)C=1C=C2CCN(C2=CC1)C(C1=C(C=CC=C1)C)=O)C